5-(2-{[(benzyloxy)carbonyl]amino}ethyl)-2-methyl-1,3-oxazole-4-carboxylic acid ethyl ester C(C)OC(=O)C=1N=C(OC1CCNC(=O)OCC1=CC=CC=C1)C